C(=O)O.C(=O)O.C[C@H]1CN(CCN1)C1=C2C(=NC=C1)N(CC2)C(=O)NC2=NN1C(C=NC(=C1)C)=C2 (S)-4-(3-methylpiperazin-1-yl)-N-(6-methylpyrazolo[1,5-a]pyrazin-2-yl)-2,3-dihydro-1H-pyrrolo[2,3-b]pyridine-1-carboxamide diformate